(R)-4-cyclopropyl-3-(2-(3-nitrophenyl)propyl)-4H-1,2,4-triazole C1(CC1)N1C(=NN=C1)C[C@@H](C)C1=CC(=CC=C1)[N+](=O)[O-]